(R)-3-(6-chloro-2-((R)-3-methylmorpholine-4-carbonyl)-1,2,3,4-tetrahydroisoquinolin-8-yl)morpholine ClC=1C=C2CCN(CC2=C(C1)[C@H]1NCCOC1)C(=O)N1[C@@H](COCC1)C